C(C)(=O)O[C@H]1CN(CC1)C(NC1=CC(=C(C=C1)C=1N=C2N(N=C(C=C2C2CC2)Cl)C1)F)=O (R)-1-((4-(6-chloro-8-cyclopropylimidazo[1,2-b]pyridazin-2-yl)-3-fluorophenyl)carbamoyl)-pyrrolidin-3-yl acetate